[Si](C1=CC=CC=C1)(C1=CC=CC=C1)(C(C)(C)C)OC[C@H](C(=O)O)NC(=O)OCC1C2=CC=CC=C2C=2C=CC=CC12 (2R)-3-[(tert-butyldiphenylsilyl)oxy]-2-{[(9H-fluoren-9-ylmethoxy)carbonyl]amino}propanoic acid